(E)-3-(4-{[2-(4-Fluoro-phenyl)-cyclopropylamino]-methyl}-phenyl)-N-hydroxyacrylamide TFA Salt OC(=O)C(F)(F)F.FC1=CC=C(C=C1)C1C(C1)NCC1=CC=C(C=C1)/C=C/C(=O)NO